N1N=NC2=C1C=CC=C2 Benzotri-azol